16,26-dioxocholesterol O=C1[C@H]([C@@H](CCCC(C=O)C)C)[C@]2(CC[C@@H]3[C@]4(CC[C@@H](CC4=CC[C@H]3[C@@H]2C1)O)C)C